C1(CCC1)=C(C)C1=NN2C(N(C(=C(C2=O)N2CCNCC2)CC)CC(=O)NC2=CC=C(C=C2)S(F)(F)(F)(F)F)=N1 2-(2-(1-cyclobutylideneethyl)-5-ethyl-7-oxo-6-(piperazin-1-yl)-[1,2,4]triazolo[1,5-a]pyrimidin-4(7H)-yl)-N-(4-(pentafluoro-λ6-sulfanyl)phenyl)acetamide